(S)-N-methyl-phenethylamine CNCCC1=CC=CC=C1